N-[(6-amino-1,5-naphthyridin-3-yl)methyl]-N-(4,4-difluoro-1,1-dioxo-3,4-dihydro-2H-1λ6-benzothiopyran-8-yl)pyridine-3-carboxamide NC=1N=C2C=C(C=NC2=CC1)CN(C(=O)C=1C=NC=CC1)C1=CC=CC=2C(CCS(C21)(=O)=O)(F)F